COC1=CC=C(C=C1)N1N=C(C(=CC1=O)C)C(=O)O 1-(4-methoxyphenyl)-4-methyl-6-oxo-1,6-dihydropyridazine-3-carboxylic acid